4-oxo-5-[(4-triisopropylsilyloxyphenyl)methyl]-2,3-dihydro-1,5-benzothiazepine-3-Yl-carbamic acid tert-butyl ester C(C)(C)(C)OC(NC1CSC2=C(N(C1=O)CC1=CC=C(C=C1)O[Si](C(C)C)(C(C)C)C(C)C)C=CC=C2)=O